C(C)C(C(C(=O)O)CC)C(=O)O.C(CCC(=O)O)(=O)O succinate (diethyl succinate)